sec-butanol-d8 tert-butyl-4-(4-(bis(tert-butoxycarbonyl)amino)-5-iodo-7H-pyrrolo[2,3-d]pyrimidin-7-yl)piperidine-1-carboxylate C(C)(C)(C)OC(=O)N1CCC(CC1)N1C=C(C2=C1N=CN=C2N(C(=O)OC(C)(C)C)C(=O)OC(C)(C)C)I.C(C([2H])([2H])[2H])(C(C([2H])[2H])([2H])[2H])(O)[2H]